[Si](C1=CC=CC=C1)(C1=CC=CC=C1)(C(C)(C)C)OCC=1C=CNS(C1)(=O)=O 5-(((tert-butyldiphenylsilyl)oxy)methyl)-1,2-thiazine-1,1-dioxide